(S)-N-(3-(4-chlorophenyl)isoxazol-5-yl)-2-(1-cyanopyrrolidin-3-yl)acetamide ClC1=CC=C(C=C1)C1=NOC(=C1)NC(C[C@H]1CN(CC1)C#N)=O